6-bromo-8-fluoro-2-methylimidazolo[1,2-a]pyridine HBr Br.BrC=1C=C(C=2N(C1)C=C(N2)C)F